(S)-2-((tert-Butoxycarbonyl)amino)-3-(4-(tert-butoxycarbonyl)phenyl)propionic acid C(C)(C)(C)OC(=O)N[C@H](C(=O)O)CC1=CC=C(C=C1)C(=O)OC(C)(C)C